C1(CC1)C(NS(=O)C(C)(C)C)C1=CC2=C(N(C=N2)COCC[Si](C)(C)C)C=C1 N-(cyclopropyl(1-((2-(trimethylsilyl)ethoxy)methyl)-1H-benzo[d]imidazol-5-yl)methyl)-2-methylpropane-2-sulfinamide